2,4-dichloro-6-phenylmethoxy-pyrimidine-5-carboxylic acid methyl ester COC(=O)C=1C(=NC(=NC1OCC1=CC=CC=C1)Cl)Cl